(S)-1-(4-fluorophenyl)-N-(3-((2,2,2-trifluoroethyl)amino)bicyclo[1.1.1]pentan-1-yl)-3,4-dihydroisoquinoline-2(1H)-carboxamide FC1=CC=C(C=C1)[C@@H]1N(CCC2=CC=CC=C12)C(=O)NC12CC(C1)(C2)NCC(F)(F)F